ClC1=C(C=2N=C(N=C(C2C=N1)N1C[C@@H](CCC1)O)OC[C@]12CCCN2C[C@@H](C1)F)F (R)-1-(7-Chloro-8-fluoro-2-(((2R,7aS)-2-fluorotetrahydro-1H-pyrrolizin-7a(5H)-yl)methoxy)pyrido[4,3-d]pyrimidin-4-yl)piperidin-3-ol